(7s,8as)-6-oxo-7-(3-oxopropyl)hexahydropyrrolo[1,2-a]pyrazine-2(1H)-carboxylic acid tert-butyl ester C(C)(C)(C)OC(=O)N1C[C@H]2N(CC1)C([C@H](C2)CCC=O)=O